C(C)OC(CC=1OC2=C(N1)C=C(C=C2)C(=O)O)=O 2-(2-ethoxy-2-oxoethyl)benzo[d]oxazole-5-carboxylic acid